tert-Butyl ((S)-(7-((S)-1-(5,5-difluoro-2-oxotetrahydropyrimidin-1(2H)-yl)-2-methoxyethyl)imidazo[1,2-b]pyridazin-2-yl)(4,4-difluorocyclohexyl)methyl)carbamate FC1(CNC(N(C1)[C@H](COC)C1=CC=2N(N=C1)C=C(N2)[C@H](C2CCC(CC2)(F)F)NC(OC(C)(C)C)=O)=O)F